1-(5-(2,3-Dimethoxy-5-((4-oxo-3,4-dihydrophthalazin-1-yl)methyl)phenyl)-1H-benzoimidazol-2-yl)-3-ethylurea COC1=C(C=C(C=C1OC)CC1=NNC(C2=CC=CC=C12)=O)C1=CC2=C(NC(=N2)NC(=O)NCC)C=C1